14-methyl-1-octadecene CC(CCCCCCCCCCCC=C)CCCC